ClC1=NC=C(C(=N1)OC1=NC=2C=CC3=C(C2N=C1)C1=C(S3)C(N[C@@H](CN1)C)=O)CN1CCS(CC1)(=O)=O (R)-3-((2-chloro-5-((1,1-dioxidothiomorpholino)methyl)pyrimidin-4-yl)oxy)-10-methyl-9,10,11,12-tetrahydro-8H-[1,4]diazepino[5',6':4,5]thieno[3,2-f]quinoxalin-8-one